3-methyl-tetrahydrofuranthiol CC1C(OCC1)S